Tert-butyl 3-iodopropionate ICCC(=O)OC(C)(C)C